FC(CNC(=O)C1=CN=C2N1C=C(C=C2)C2=CNC=1N=CN=CC12)F N-(2,2-difluoroethyl)-6-(7H-pyrrolo[2,3-d]pyrimidin-5-yl)imidazo[1,2-a]pyridine-3-carboxamide